(R)-1-(2-(1-(benzyloxy)-3-fluoropropan-2-yloxy)-5-chloro-4-fluorophenyl)propan-1-one C(C1=CC=CC=C1)OC[C@H](CF)OC1=C(C=C(C(=C1)F)Cl)C(CC)=O